ethyl 4-(sec-butylamino)-2-(methylthio)pyrimidine-5-carboxylate C(C)(CC)NC1=NC(=NC=C1C(=O)OCC)SC